3-amino-3'-(phenylsulfonyl)-3',6'-dihydro-7'H-spiro[cyclopentane-1,8'-dipyrrolo[2,3-b:3',2'-d]pyridin]-7'-one NC1CC2(C(NC=3C2=C2C(=NC3)N(C=C2)S(=O)(=O)C2=CC=CC=C2)=O)CC1